C(C#CC)(=O)N1[C@@H](CCC1)C1=NC(=C2N1C=CN=C2O)C2=CC=C(C(=O)NC1=NC=CC=C1)C=C2 (S)-4-(3-(1-(but-2-ynoyl)pyrrolidin-2-yl)-8-hydroxyimidazo[1,5-a]pyrazin-1-yl)-N-(pyridin-2-yl)benzamide